OCCN(C1=NC=CC(=C1)C=1C=C(C=CC1)NC(C=CC1=CC=CC=C1)=O)C N-(3-(2-((2-hydroxyethyl)(methyl)amino)pyridin-4-yl)phenyl)cinnamamide